4-[(3S)-3-hydroxypyrrolidin-1-yl]-N-[4-[(1S)-1-[(4-methyl-1,2,4-triazol-3-yl)sulfanyl]ethyl]-2-pyridyl]-6-(trifluoromethyl)pyridine-2-carboxamide O[C@@H]1CN(CC1)C1=CC(=NC(=C1)C(F)(F)F)C(=O)NC1=NC=CC(=C1)[C@H](C)SC1=NN=CN1C